3-chloro-5-(2-(4-hydroxyphenyl)prop-2-yl)-2-methoxybenzonitrile ClC=1C(=C(C#N)C=C(C1)C(C)(C)C1=CC=C(C=C1)O)OC